Tetramethyldodecahydronaphtho[2,1-b]furan CC1(C(C2C(O1)CCC1CCCCC12)(C)C)C